CC1=NNC2=CC=C(C=C12)B(O)O (3-methyl-1H-indazol-5-yl)boronic acid